cetyl benzoate (cetyl benzoate) C(CCCCCCCCCCCCCCC)C1=C(C(=O)O)C=CC=C1.C(C1=CC=CC=C1)(=O)OCCCCCCCCCCCCCCCC